C(C)C1=CC=C(C=C1)C(C(=O)O)C 4-ethyl-phenylpropionic acid